C(C)NC(C(C)OC1=C(C=C(C=C1)C=O)OC)=O N-ETHYL-2-(4-FORMYL-2-METHOXYPHENOXY)PROPANAMIDE